O=C(C(=O)OCC)N1CC2=C(CC1)SC(=C2)C2=NOC(=N2)C(F)(F)F ethyl 2-oxo-2-(2-(5-(trifluoromethyl)-1,2,4-oxadiazol-3-yl)-6,7-dihydrothieno[3,2-c]pyridin-5(4H)-yl)acetate